FC(C1=CC=C(OC=2C=3N(C=C(N2)C#N)C=CN3)C=C1)(F)F 8-(4-(trifluoromethyl)phenoxy)imidazo[1,2-a]pyrazine-6-carbonitrile